3-[(3S)-1-methylsulfonylpyrrolidin-3-yl]oxy-1H-pyrazole-5-carboxylic acid methyl ester COC(=O)C1=CC(=NN1)O[C@@H]1CN(CC1)S(=O)(=O)C